ClC=1C=C(OC2C(C(C2(C)C)NC(C2=CN=C(C=C2)N2CCN(CC2)CC=2C=C3CN(C(C3=CC2)=O)C2C(NC(CC2)=O)=O)=O)(C)C)C=CC1C#N N-((1r,3r)-3-(3-chloro-4-cyanophenoxy)-2,2,4,4-tetramethylcyclobutyl)-6-(4-((2-(2,6-dioxopiperidin-3-yl)-1-oxoisoindoline-5-yl)methyl)piperazin-1-yl)nicotinamide